(1R,4R,7R)-7-bromo-6-(difluoromethylene)-2-(tert-butoxycarbonyl)-2-azabicyclo[2.2.1]Heptan Br[C@H]1[C@@H]2N(C[C@H]1CC2=C(F)F)C(=O)OC(C)(C)C